N[C@@H](CC1=CNC2=CC=CC=C12)C=O L-TRYPTOPHANEAL